(6-cyclopropyl-8-(hexahydropyrrolo[1,2-a]pyrazin-2(1H)-yl)imidazo[1,2-a]pyridin-2-yl)methanamine C1(CC1)C=1C=C(C=2N(C1)C=C(N2)CN)N2CC1N(CC2)CCC1